N6-(2-Methoxyethyl)-N6-methylthiazolo[4,5-b]pyrazine-2,6-diamine COCCN(C=1N=C2C(=NC1)N=C(S2)N)C